N-(1-(2-(2-methoxyethoxy)ethyl)-3-(pyridin-2-yl)-1H-pyrazol-4-yl)-6-(1H-pyrazol-3-yl)picolinamide formate C(=O)O.COCCOCCN1N=C(C(=C1)NC(C1=NC(=CC=C1)C1=NNC=C1)=O)C1=NC=CC=C1